FC=1C(=C(C=C(C1)C(C)C)[C@@H](C(=O)O)N1C[C@@H](CC1)N(CCCCCC1=NC=2NCCCC2C=C1)C(C)C)OC (S)-2-(3-fluoro-5-isopropyl-2-methoxyphenyl)-2-((R)-3-(isopropyl(5-(5,6,7,8-tetrahydro-1,8-naphthyridin-2-yl)pentyl)amino)pyrrolidin-1-yl)acetic acid